1-((2R,4S)-4-(3-((1H-indazol-6-yl)ethynyl)-4-amino-1H-pyrazolo[3,4-d]pyrimidin-1-yl)-2-(methoxymethyl)pyrrolidin-1-yl)prop-2-en-1-one N1N=CC2=CC=C(C=C12)C#CC1=NN(C2=NC=NC(=C21)N)[C@H]2C[C@@H](N(C2)C(C=C)=O)COC